1-(4-(2-ethyl-4,6-dimethyl-1H-imidazo[4,5-c]pyridin-1-yl)phenethyl)-3-(4-(2-ethyl-4,6-dimethyl-3a,7a-dihydro-1H-imidazo[4,5-c]pyridin-1-yl)phenethyl)urea C(C)C=1N(C2=C(C(=NC(=C2)C)C)N1)C1=CC=C(CCNC(=O)NCCC2=CC=C(C=C2)N2C(=NC3C(=NC(=CC32)C)C)CC)C=C1